6-methyl-6,7-dihydroimidazo[4',5':5,6]pyrido[3,2-B][1,4]oxazin CC1N=C2C(OC1)=CC=1C(=N2)N=CN1